ammonium α-hydroxyisobutyrate OC(C(=O)[O-])(C)C.[NH4+]